5-((E)-2-((1S,3S)-3-(4-cyanophenethyl)cyclohexyl)vinyl)pyridine C(#N)C1=CC=C(CC[C@H]2C[C@H](CCC2)/C=C/C=2C=CC=NC2)C=C1